COC(=O)C1=CCOCO1 [1,3]Dioxin-6-carboxylic acid methyl ester